tert-butyl 2-methyl-2-(((6-(1-methyl-1H-pyrazol-4-yl)pyrazolo[1,5-a]pyrazin-4-yl)oxy)methyl)morpholine-4-carboxylate CC1(CN(CCO1)C(=O)OC(C)(C)C)COC=1C=2N(C=C(N1)C=1C=NN(C1)C)N=CC2